ClC1=CC=C(C=C1)C1=C(CCC(C1)(C)C)CN1CCN(CC1)C1=CC=C(C=C1)S(=O)(=O)NC(CCC=1C=NC=CC1)=O N-([4-[4-[[2-(4-chlorophenyl)-4,4-dimethylcyclohexen-1-yl]methyl]piperazin-1-yl]phenyl]sulfonyl)-3-(pyridin-3-yl)propanamide